aniline cyanide [C-]#N.NC1=CC=CC=C1